N1(N=NC=C1)C1CN(CCCC1)C=1C2=C(N=C(N1)OC[C@]13CCCN3C[C@@H](C1)F)C(=C(N=C2)C2=CC(=CC1=CC=C(C(=C21)CC)F)O)F 4-(4-(3-(1H-1,2,3-triazol-1-yl)azepan-1-yl)-8-fluoro-2-(((2R,7aS)-2-fluorotetrahydro-1H-pyrrolizin-7a(5H)-yl)methoxy)pyrido[4,3-d]pyrimidin-7-yl)-5-ethyl-6-fluoronaphthalen-2-ol